ClC=1C=2CCCC2C(=C2CCCC12)NC(=O)N=S(=O)(N)C=1SC=C(C1)C(C)(C)O N'-(8-chloro-1,2,3,5,6,7-hexahydro-s-indacen-4-ylcarbamoyl)-4-(2-hydroxypropan-2-yl)thiophene-2-sulfonimidamide